ClC=1N=C(C2=C(N1)C(=C(N=C2)Cl)F)OC 2,7-Dichloro-8-fluoro-4-methoxypyrido[4,3-d]pyrimidine